ClC1=NC(=C2N=C(N(C2=N1)CC)N1CC(N(CC1)C)=O)N1CCOCC1 4-(2-chloro-9-ethyl-6-morpholino-9H-purin-8-yl)-1-methylpiperazin-2-one